2-chloro-4H-benzo[d][1,3,2]dioxaphosphin-4-one ClP1OC(C2=C(O1)C=CC=C2)=O